C(C)(C)(C)OC(=O)N1[C@@H](CN(C[C@@H]1C)C1=CC(=CC=C1)C=O)C (2r,6s)-4-(3-formylphenyl)-2,6-dimethylpiperazine-1-carboxylic acid tert-butyl ester